4-{4-[({[(2S)-1-[(2S,4R)-4-hydroxy-2-({[4-(4-methyl-1,3-thiazol-5-yl)phenyl]methyl}carbamoyl)pyrrolidin-1-yl]-3,3-dimethyl-1-oxobutan-2-yl]carbamoyl}methoxy)methyl]phenoxy}benzoic acid O[C@@H]1C[C@H](N(C1)C([C@H](C(C)(C)C)NC(=O)COCC1=CC=C(OC2=CC=C(C(=O)O)C=C2)C=C1)=O)C(NCC1=CC=C(C=C1)C1=C(N=CS1)C)=O